propan-1-sulfonamid C(CC)S(=O)(=O)N